2-(1-(cyclopropylmethyl)-1H-indol-2-yl)-3-phenylimidazo[1,2-a]pyridine-7-carboxylic acid C1(CC1)CN1C(=CC2=CC=CC=C12)C=1N=C2N(C=CC(=C2)C(=O)O)C1C1=CC=CC=C1